4-((4-(4-((2,6-dioxopiperidin-3-yl)oxy)phenyl)piperidin-1-yl)methyl)piperidin O=C1NC(CCC1OC1=CC=C(C=C1)C1CCN(CC1)CC1CCNCC1)=O